7-hydroxy-6-methoxy-2-[2-(4-methoxyphenyl)ethyl]Chromone OC1=C(C=C2C(C=C(OC2=C1)CCC1=CC=C(C=C1)OC)=O)OC